C(CCCCCCCO)O 1,8-octane-diol